C1(=C(C=CC=C1)NC(=N)NC1=C(C=CC=C1)C)C 1,3-Di-o-tolylguanidin